The molecule is a branched amino oligosaccharide that is an pentasaccharide derivative consisting of a linear trisaccharide of beta-D-mannose, N-acetyl-beta-D-glucosamine and N-acetyl-D-glucosamine residues all linked in sequence (1->4), to the mannosyl residue of which are linked an N-acetyl-beta-D-glucosaminyl residue [via a (1->4) linkage], a beta-D-galactosyl-(1->4)-N-acetyl-beta-D-glucosaminyl-(1->2)-[beta-D-galactosyl-(1->4)-N-acetyl-beta-D-glucosaminyl-(1->4)]-alpha-D-mannosyl branched pentasaccharide unit [linked (1->3)], and a branched beta-D-galactosyl-(1->4)-N-acetyl-beta-D-glucosaminyl-(1->2)-[beta-D-galactosyl-(1->4)-N-acetyl-beta-D-glucosaminyl-(1->6)]-alpha-D-mannosyl branched pentasaccharide unit [linked (1->6)], while to the N-acetyl-D-glucosamine residue at the reducing end is linked (1->6) an alpha-L-fucose residue. It is an amino oligosaccharide and a glucosamine oligosaccharide. C[C@H]1[C@H]([C@H]([C@@H]([C@@H](O1)OC[C@@H]2[C@H]([C@@H]([C@H](C(O2)O)NC(=O)C)O)O[C@H]3[C@@H]([C@H]([C@@H]([C@H](O3)CO)O[C@H]4[C@H]([C@H]([C@@H]([C@H](O4)CO[C@@H]5[C@H]([C@H]([C@@H]([C@H](O5)CO[C@H]6[C@@H]([C@H]([C@@H]([C@H](O6)CO)O[C@H]7[C@@H]([C@H]([C@H]([C@H](O7)CO)O)O)O)O)NC(=O)C)O)O)O[C@H]8[C@@H]([C@H]([C@@H]([C@H](O8)CO)O[C@H]9[C@@H]([C@H]([C@H]([C@H](O9)CO)O)O)O)O)NC(=O)C)O[C@H]1[C@@H]([C@H]([C@@H]([C@H](O1)CO)O)O)NC(=O)C)O[C@@H]1[C@H]([C@H]([C@@H]([C@H](O1)CO)O[C@H]1[C@@H]([C@H]([C@@H]([C@H](O1)CO)O[C@H]1[C@@H]([C@H]([C@H]([C@H](O1)CO)O)O)O)O)NC(=O)C)O)O[C@H]1[C@@H]([C@H]([C@@H]([C@H](O1)CO)O[C@H]1[C@@H]([C@H]([C@H]([C@H](O1)CO)O)O)O)O)NC(=O)C)O)O)NC(=O)C)O)O)O